BrC=1C(=C(OCCCCN2CCC(CC2)CN2CCN(CC2)C=2C=C3C(N(C(C3=CC2F)=O)C2C(NC(CC2)=O)=O)=O)C=CC1)C 5-[4-[[1-[4-(3-bromo-2-methyl-phenoxy)butyl]-4-piperidyl]methyl]piperazin-1-yl]-2-(2,6-dioxo-3-piperidyl)-6-fluoro-isoindoline-1,3-dione